3-(2,3-Dihydro-1H-inden-5-yl)-N-methylcyclobutan-1-amine, Trifluoroacetate Salt FC(C(=O)O)(F)F.C1CCC2=CC(=CC=C12)C1CC(C1)NC